O=C1NC(CCC1NC1=CC=C(CN(C2CCN(CC2)C2=CC=C3CN(C(C3=C2)=O)C(C(=O)NC=2SC=CN2)C2=C(C=CC(=C2)F)O)C)C=C1)=O 2-(6-(4-((4-((2,6-dioxopiperidin-3-yl)amino)benzyl)(methyl)amino)piperidin-1-yl)-1-oxoisoindolin-2-yl)-2-(5-fluoro-2-hydroxyphenyl)-N-(thiazol-2-yl)acetamide